1-(9-benzyl-1-methyl-β-carbolin-6-yl)-3-(4-(trifluoromethyl)phenyl)thiourea C(C1=CC=CC=C1)N1C2=CC=C(C=C2C=2C=CN=C(C12)C)NC(=S)NC1=CC=C(C=C1)C(F)(F)F